C1CCCC12CNCC[C@H]2CN2CC=C(C=C2)C2=CC=CC=C2 (R)-1-((7-azaspiro[4.5]decan-10-yl)methyl)-4-phenylpyridin